C(C)(C)(C)OC(=O)N1CCN(CC1)CCOCCN1CCN(CC1)C(=O)OCC1=CC=CC=C1 benzyl 4-(2-(2-(4-(tert-butoxycarbonyl)piperazin-1-yl)ethoxy)ethyl)piperazine-1-carboxylate